(5R)-3-bromo-5-[(3S)-3-piperidyl]-4,5-dihydroisoxazole BrC1=NO[C@H](C1)[C@@H]1CNCCC1